C(C1=CC=C(C=C1)C=1C(=O)NC(C1)=O)C1=CC=C(C=C1)C=1C(=O)NC(C1)=O (methylenedi-p-phenylene)bismaleimide